(S)-N-(2-aminoethyl)-2-(4-(4-chlorophenyl)-2,3,9-trimethyl-6H-thieno[3,2-f][1,2,4]triazolo[4,3-a][1,4]diazepin-6-yl)acetamide NCCNC(C[C@H]1C=2N(C3=C(C(=N1)C1=CC=C(C=C1)Cl)C(=C(S3)C)C)C(=NN2)C)=O